2,3-bis(carbazol-9-yl)quinoxaline C1=CC=CC=2C3=CC=CC=C3N(C12)C1=NC2=CC=CC=C2N=C1N1C2=CC=CC=C2C=2C=CC=CC12